1-isopropyl-4-methylcyclohex-3-en-1-yl 2-hydroxybenzoate OC1=C(C(=O)OC2(CC=C(CC2)C)C(C)C)C=CC=C1